C(CC)S(=O)(=O)O.CN(C)CC=C N,N-dimethylallylamine propanesulfonate